N-(2,5-difluorobenzyl)-N-methyl-3-(1-(tetrahydro-2H-pyran-4-yl)-1H-pyrazol-4-yl)pyrazolo[1,5-a]pyrimidin-5-amine FC1=C(CN(C2=NC=3N(C=C2)N=CC3C=3C=NN(C3)C3CCOCC3)C)C=C(C=C1)F